OC=1C=C(C=CC1)CC(=O)O m-hydroxyphenylacetic acid